ClC1=C(C(=O)N(C)C)C=CC(=C1)OCCC[C@H]1CC12CCN(CC2)C([C@@](C(F)(F)F)(C2=C(C=CC=C2)OC)O)=O |o1:16,25| 2-chloro-N,N-dimethyl-4-(3-((S or R)-6-((R or S)-3,3,3-trifluoro-2-hydroxy-2-(2-methoxyphenyl)propanoyl)-6-azaspiro[2.5]octan-1-yl)propoxy)benzamide